C(C)(C)(C)[C@]1(N(CCC1)C(=O)OCCNC1=CC(=CC=C1)OC)C1=NC(=NO1)C1=CC(=C(C=C1)OCCCCCCCC)C(F)(F)F 2-((3-methoxyphenyl)amino)ethan-1-ol tert-butyl-(S)-2-(3-(4-(octyloxy)-3-(trifluoromethyl)phenyl)-1,2,4-oxadiazol-5-yl)pyrrolidine-1-carboxylate